N-[3-(trimethoxysilyl)propyl]phthalimide CO[Si](CCCN1C(C=2C(C1=O)=CC=CC2)=O)(OC)OC